BrC1=CC=C(COC2=CC3=C(C(=CC(O3)=O)C(F)(F)F)C=C2N2CCOCC2)C=C1 7-((4-bromobenzyl)oxy)-6-morpholino-4-trifluoromethyl-2H-1-benzopyran-2-one